O1CC(CC1)CN1CC[N+]2=C1C(=CC=C2)[N+](=O)[O-] 1-((tetrahydrofuran-3-yl)methyl)-8-nitro-2,3-dihydro-1H-imidazo[1,2-a]pyridin-4-ium